Din-butylbenzylamin C(CCC)N(CC1=CC=CC=C1)CCCC